CC1=C(C(=O)P([O-])(=O)C2=CC=CC=C2)C(=CC(=C1)C)C (2,4,6-trimethylbenzoyl)-phenylphosphinate